N-(3-Cyano-4-methyl-1H-indol-7-yl)-1-(3-fluorocyclobutyl)pyrazol-4-sulfonamid C(#N)C1=CNC2=C(C=CC(=C12)C)NS(=O)(=O)C=1C=NN(C1)C1CC(C1)F